CN1N=CC=C1\C(\C(\C)=N\NC(NCC)=S)=N/NC(NCC)=S (2E,2'E)-2,2'-(1-(1-methyl-1H-pyrazol-5-yl)propane-1,2-diylidene)bis(N-ethylhydrazine-1-carbothioamide)